((3R,4S,6R)-4-amino-6-((S)-1-(4-fluorophenyl)-1,2,3,4-tetrahydroisoquinoline-2-carbonyl)tetrahydro-2H-pyran-3-yl)(ethyl)carbamic acid tert-butyl ester C(C)(C)(C)OC(N(CC)[C@H]1CO[C@H](C[C@@H]1N)C(=O)N1[C@H](C2=CC=CC=C2CC1)C1=CC=C(C=C1)F)=O